C(C)(C)(C)OC(=O)N1C[C@@H](OCC1)C(=O)O (R)-4-(tert-butoxycarbonyl)morpholine-2-carboxylic acid